5-chloro-5'-methyl-3H-spiro[furo[2,3-c]pyridine-2,3'-pyrrolidine] ClC=1C=C2C(=CN1)OC1(CNC(C1)C)C2